P1(OC2=CC=C(C=C2)C(C)(C)C2=CC(=C(C=C2)O1)CCCCCCCCCCCCC)[O-] (tridecyl)-4,4'-isopropylidenediphenyl phosphite